ClC1=C(C2=C(OCCO2)C=C1OC)C1=NC=C2C=C(N=CC2=C1)N[C@@H]1COCC[C@@H]1NC(C=C)=O N-((3S,4S)-3-((7-(6-chloro-7-methoxy-2,3-dihydrobenzo[b][1,4]dioxin-5-yl)-2,6-naphthyridin-3-yl)amino)tetrahydro-2H-pyran-4-yl)acrylamide